5-(3-Chloro-5-{[(1S)-1-(piperidin-4-yl)ethyl]amino}-4-[(propan-2-yl)oxy]phenyl)-1,3,4-oxadiazol-2(3H)-one ClC=1C=C(C=C(C1OC(C)C)N[C@@H](C)C1CCNCC1)C1=NNC(O1)=O